C1(CC1)NC(C1=CC(=C(C=C1)C)C=1C=NC(=C(C1)N1CCOCC1)NC(CO)(C)C)=O N-cyclopropyl-3-(6-((1-hydroxy-2-methylpropan-2-yl)amino)-5-morpholinopyridin-3-yl)-4-methylbenzamide